N1C(=NC2=C1C=CC=C2)C=2C(OC1=C3C=4N(CCC(C4C=C1C2)(C)C)CCC3(C)C)=O 9-(1H-benzimidazol-2-yl)-1,1,6,6-tetramethyl-2,3,5,6-tetrahydro-1H,4H-11-oxa-3a-aza-benzo[de]anthracen-10-one